BrC=1C=NC(=NC1)N[C@H](C(=O)O)CCN(CCCCC1=NC=2NCCCC2C=C1)CCOC (S)-2-((5-bromopyrimidin-2-yl)amino)-4-((2-methoxyethyl)(4-(5,6,7,8-tetrahydro-1,8-naphthyridin-2-yl)butyl)amino)butanoic acid